1-(5-((4-(4-chloro-6-methylpyridin-2-yl)piperazin-1-yl)methyl)-1-oxoisoindolin-2-yl)dihydropyrimidine-2,4(1H,3H)-dione ClC1=CC(=NC(=C1)C)N1CCN(CC1)CC=1C=C2CN(C(C2=CC1)=O)N1C(NC(CC1)=O)=O